N1=CC=C(C=C1)S(=O)CC(C(=O)O)CCC(=O)O 2-[[(4-pyridinyl)sulfinyl]methyl]glutaric acid